FC1=CC=C(C=C1)N1C(C2=CC=C(C=C2CC1)OC)=O 2-(4-fluorophenyl)-6-methoxy-3,4-dihydroisoquinolin-1-one